((5-fluoro-2,3-dihydrobenzofuran-4-yl)methyl)carbamate FC=1C=CC2=C(CCO2)C1CNC([O-])=O